O1CCN(C2=C1C=CC=C2)NC(=O)C2=C(C=1C(=C(N=CC1)C1=C(C(=CC(=C1)F)F)F)S2)N2CCOCC2 N-(2,3-dihydro-1,4-benzoxazin-4-yl)-3-morpholino-7-(2,3,5-trifluorophenyl)thieno[2,3-c]pyridine-2-carboxamide